1-(3,3-Difluorocyclobutyloxy)-2-iodobenzene FC1(CC(C1)OC1=C(C=CC=C1)I)F